FC1=C(OC2=CC=C(C=C2)C=2N=C(N3C2C=NC=C3)[C@H]3N(CCCC3)C(C#CC)=O)C=CC=C1OC (S)-1-(2-(1-(4-(2-fluoro-3-methoxyphenoxy)phenyl)imidazo[1,5-a]pyrazin-3-yl)piperidin-1-yl)but-2-yn-1-one